FC(C(C(F)(F)F)(C=1C=C2C(CC(C2=CC1)=O)=O)C=1C=C2C(CC(C2=CC1)=O)=O)(F)F 5,5'-(perfluoropropane-2,2-diyl)bis(1H-indene-1,3(2H)-dione)